[Si](C)(C)(C(C)(C)C)OC[C@@H]1COCCCN1C=1C2=C(N=C(N1)SC)C(=C(N=C2Cl)Cl)F (S)-3-(((tert-butyldimethylsilyl)oxy)methyl)-4-(5,7-dichloro-8-fluoro-2-(methylthio)pyrido[4,3-d]pyrimidin-4-yl)-1,4-oxazepane